N1C=NC2=C1C=CC(=C2)N2C(OC[C@@H]2C2=C(C=C(C=C2F)OCC(C)(F)F)F)=O (S)-3-(1H-benzo[d]imidazol-5-yl)-4-(4-(2,2-difluoropropoxy)-2,6-difluorophenyl)oxazolidin-2-one